2-(9-ethyl-6-((2S,5R)-4-(1-(4-fluoro-2,2-dimethylbenzo[d][1,3]dioxol-5-yl)ethyl)-2,5-dimethylpiperazin-1-yl)-3-methyl-2-oxo-3,9-dihydro-2H-purin-8-yl)acetonitrile C(C)N1C=2N(C(N=C(C2N=C1CC#N)N1[C@H](CN([C@@H](C1)C)C(C)C1=C(C2=C(OC(O2)(C)C)C=C1)F)C)=O)C